2-hydroxy-5-Methylbenzophenone OC1=C(C(=O)C2=CC=CC=C2)C=C(C=C1)C